2,2'-((5-(8-chloroquinazolin-2-yl)pyridin-2-yl)azanediyl)diethanol ClC=1C=CC=C2C=NC(=NC12)C=1C=CC(=NC1)N(CCO)CCO